6,6-dimethyl-3-((7-(4-methyl-3-(piperidin-4-ylamino)-6-(trifluoromethyl)pyridin-2-yl)thieno[3,2-b]pyridin-2-yl)methyl)-3-azabicyclo[3.1.0]hexane-2,4-dione CC1(C2C(N(C(C12)=O)CC1=CC2=NC=CC(=C2S1)C1=NC(=CC(=C1NC1CCNCC1)C)C(F)(F)F)=O)C